O(S(=O)(=O)C(F)(F)F)C1=CC=2C=NN(C(C2CC1)=O)C1=NC=CC=N1 1-oxo-2-(pyrimidin-2-yl)-1,2,7,8-tetrahydrophthalazin-6-yl triflate